C(C)N1N=C(C(=C1)C1=NC(=NC=C1)NC1=CC2=C(CN(CCO2)C)C=C1)C=1C=NC=CC1 N-(4-(1-Ethyl-3-(pyridin-3-yl)-1H-pyrazol-4-yl)pyrimidin-2-yl)-4-methyl-2,3,4,5-tetrahydrobenzo[f][1,4]oxazepin-8-amine